alpha-L-threofuranosyl-cytidine [C@@H]1([C@H](O)[C@@H](O)CO1)[C@@]1([C@H](O)[C@H](O)[C@@H](CO)O1)N1C(=O)N=C(N)C=C1